C1(=CC=C(C=C1)C1=CC(=NO1)C1NCCCC1)C 2-(5-(p-tolyl)isoxazol-3-yl)piperidin